C(C)[C@@H]1N(C[C@H](N(C1)C(C)C1=CC=C2C(=N1)SC(=C2)C)CC)C=2C=1N(N(C(C2)=O)C)C=C(N1)CC#N 2-(8-((2S,5R)-2,5-diethyl-4-(1-(2-methylthieno[2,3-b]pyridin-6-yl)ethyl)piperazin-1-yl)-5-methyl-6-oxo-5,6-dihydroimidazo[1,2-b]pyridazin-2-yl)acetonitrile